ClC=1C(=NC=C(C1)C(F)(F)F)C(=O)NC(NC1=C(C=CC=C1C)C1CCCCC1)=S 3-chloro-N-((2-(cyclohexyl)-6-methylphenyl)thiocarbamoyl)-5-(trifluoromethyl)picolinamide